NC1=NC=2C=CC(=CC2C2=C1C=NN2C)C(=O)N(N(C(=O)C=2N=NC=CC2)C)CC2=NC=C(C=C2)C(F)(F)F 4-amino-N',1-dimethyl-N'-(pyridazine-3-carbonyl)-N-((5-(trifluoromethyl)pyridin-2-yl)methyl)-1H-pyrazolo[4,3-c]quinoline-8-carbohydrazide